3-isopropoxy-5-(4,4,5,5-tetramethyl-1,3,2-dioxaborolan-2-yl)aniline C(C)(C)OC=1C=C(N)C=C(C1)B1OC(C(O1)(C)C)(C)C